C(=O)(O)[C@@H](CC1=CC=CC=C1)N1N=NC(=C1)CSC1=CC(=CC=C1)OC (R)-1-(1-carboxy-2-phenylethyl)-4-[3-(methoxy)phenylthiomethyl]-1H-1,2,3-triazole